[Si](C)(C)(C(C)(C)C)N(C(C(F)(F)F)=O)C N-(tert-butyldimethylsilyl)-N-methyltrifluoroacetamide